[5-(difluoromethyl)thiazole-2-carbonyl]oxylithium FC(C1=CN=C(S1)C(=O)O[Li])F